ethyl (3R)-3-(3-fluoro-4-hydroxyphenyl)-3-[2-oxo-3-[3-(5,6,7,8-tetrahydro-1,8-naphthyridin-2-yl)propyl]imidazolidin-1-yl]propanoate FC=1C=C(C=CC1O)[C@@H](CC(=O)OCC)N1C(N(CC1)CCCC1=NC=2NCCCC2C=C1)=O